4-oxo-N-[(1R,3S)-3-{[2-(trifluoromethyl)quinolin-4-yl]amino}cyclohexyl]-4H-chromene-3-carboxamide O=C1C(=COC2=CC=CC=C12)C(=O)N[C@H]1C[C@H](CCC1)NC1=CC(=NC2=CC=CC=C12)C(F)(F)F